ethyl-phosphinothioline tert-butyl-(1R,4R)-5-(3-((tert-butoxycarbonyl)amino)-2-chloro-5-cyanophenyl)-2,5-diazabicyclo[2.2.1]heptane-2-carboxylate C(C)(C)(C)OC(=O)N1[C@H]2CN([C@@H](C1)C2)C2=C(C(=CC(=C2)C#N)NC(=O)OC(C)(C)C)Cl.C(C)C2=C(SCC2)P